FC1=C(CNC(OC(C)(C)C)=O)C(=CC=C1OC)C1=CN=NC=C1 tert-butyl (2-fluoro-3-methoxy-6-(pyridazin-4-yl)benzyl)carbamate